2-[2-(3,4-difluoro-2-methoxy-phenoxy)-5-fluoro-4-(trifluoromethyl)phenyl]-4-oxo-1H-1,6-naphthyridine-5-carbonitrile FC=1C(=C(OC2=C(C=C(C(=C2)C(F)(F)F)F)C=2NC=3C=CN=C(C3C(C2)=O)C#N)C=CC1F)OC